4-((1-(5-methoxy-2-methyl-4-nitrophenyl)piperidin-4-yl)methyl)piperazine-1-carboxylic acid tert-butyl ester C(C)(C)(C)OC(=O)N1CCN(CC1)CC1CCN(CC1)C1=C(C=C(C(=C1)OC)[N+](=O)[O-])C